tert-butyl (S,E)-(1-(2-bromo-3'-hydroxy-4'-methoxy-[1,1'-biphenyl]-4-carbonyl)pyrrolidin-3-yl)(4-(3-(hydroxyamino)-3-oxo prop-1-en-1-yl)benzyl)carbamate BrC1=C(C=CC(=C1)C(=O)N1C[C@H](CC1)N(C(OC(C)(C)C)=O)CC1=CC=C(C=C1)\C=C\C(=O)NO)C1=CC(=C(C=C1)OC)O